C1(CC1)C(=O)NC1=NC=CC(=C1)C1=CNC2=C(C=CC=C12)NC(=O)C=1NC=CC1 N-(3-(2-(Cyclopropancarboxamido)pyridin-4-yl)-1H-indol-7-yl)-1H-pyrrol-2-carboxamid